2-benzylidene-1,1-dimethylhydrazine C(C1=CC=CC=C1)=NN(C)C